BrC1=C2C=CC=NC2=CC(=C1)NC(CC1=C(C=CC=C1)Cl)=O N-(5-bromoquinolin-7-yl)-2-(2-chlorophenyl)acetamide